NC1=C(C(=O)NC(C)C)C=C(C=N1)C1=C(C=C(C=C1)NC(CC1=NC(=CC=C1)C)=O)C 2-amino-N-isopropyl-5-(2-methyl-4-(2-(6-methylpyridin-2-yl)acetamido)phenyl)nicotinamide